FC(C1(OC=C(O1)C#N)C(F)(F)F)(F)F 2,2-bis(trifluoromethyl)-1,3-dioxole-4-carbonitrile